5-(1-(4-bromo-1-tosyl-1H-indol-6-yl)-3-methylcyclobutyl)-4-methyl-4H-1,2,4-triazole-3-thiol BrC1=C2C=CN(C2=CC(=C1)C1(CC(C1)C)C=1N(C(=NN1)S)C)S(=O)(=O)C1=CC=C(C)C=C1